O=S1(CCN(CC1)CC1=CC=C(C=O)C=C1)=O 4-((1,1-dioxidothiomorpholino)methyl)benzaldehyde